1,2'-binaphthyl C1(=CC=CC2=CC=CC=C12)C1=CC2=CC=CC=C2C=C1